NC=1C(=NN(C1C)C)C 4-amino-1,3,5-trimethylpyrazole